2-[5-[(3S)-3-amino-5,5,7-trifluoro-2-oxo-1-[[4-[3-(trifluoromethyl)pyrazol-1-yl]phenyl]methyl]-3,4-dihydro-1-benzazepin-8-yl]-1,3,4-oxadiazol-2-yl]-2-methyl-propanenitrile N[C@@H]1C(N(C2=C(C(C1)(F)F)C=C(C(=C2)C2=NN=C(O2)C(C#N)(C)C)F)CC2=CC=C(C=C2)N2N=C(C=C2)C(F)(F)F)=O